C(C)(=O)NC(CCO)C=1C=C(C=CC1F)NC(C1=C(C=C(C(=C1)C(F)(F)F)C1CC1)OC1=C(C=C(C=C1)F)C)=O N-(3-(1-Acetylamino-3-hydroxypropyl)-4-fluorophenyl)-4-cyclopropyl-2-(4-fluoro-2-methylphenoxy)-5-(Trifluoromethyl)benzamide